NC1=C(C(=NN1C(C)C)C1=CC=C(C=N1)CC(=O)O)C#N 2-[6-(5-amino-4-cyano-1-isopropyl-pyrazol-3-yl)-3-pyridinyl]Acetic acid